FC(S(=O)(=O)C=1C=C(C(=O)NCC2=NC=C3C=CC(=NC3=C2)C2=NC(=NC=C2)N2CC3(C2)CC(C3)(C(F)(F)F)O)C=CC1)F 3-((difluoromethyl)sulfonyl)-N-((2-(2-(6-hydroxy-6-(trifluoromethyl)-2-azaspiro[3.3]heptan-2-yl)pyrimidin-4-yl)-1,6-naphthyridin-7-yl)methyl)benzamide